1-(1-chloro-6-fluoronaphthalen-2-yl)-N-((1R,2R)-1-(2,3-dihydrobenzo[b][1,4]dioxin-6-yl)-1-hydroxy-3-(pyrrolidin-1-yl)propan-2-yl)pyrrolidine-3-carboxamide ClC1=C(C=CC2=CC(=CC=C12)F)N1CC(CC1)C(=O)N[C@@H]([C@H](O)C1=CC2=C(OCCO2)C=C1)CN1CCCC1